Cl.CC1=NN=C(O1)CN (5-methyl-1,3,4-oxadiazol-2-yl)methanamine hydrochloride